(3-(triethoxysilyl)propyl)-1H-1,2,3-triazole C(C)O[Si](CCCN1N=NC=C1)(OCC)OCC